2-(4-chlorobenzoyl)-3-fluoro-5-bromobenzoic acid ClC1=CC=C(C(=O)C2=C(C(=O)O)C=C(C=C2F)Br)C=C1